3-(4-bromo-3-fluorothiophen-2-yl)-3-oxopropanoic acid tert-butyl ester C(C)(C)(C)OC(CC(=O)C=1SC=C(C1F)Br)=O